7-((6-(4-Aminopiperidin-1-yl)-2-(4-cyanophenyl)-3-(3-hydroxy-4-methoxyphenyl)pyridin-4-yl)oxy)-N-hydroxyheptanamide NC1CCN(CC1)C1=CC(=C(C(=N1)C1=CC=C(C=C1)C#N)C1=CC(=C(C=C1)OC)O)OCCCCCCC(=O)NO